bromo-7-chloro-6-ethoxypyrazolo[1,5-a]pyridine-3-carbonitrile BrC1=NN2C(C=CC(=C2Cl)OCC)=C1C#N